4-((tert-butyldimethylsilyl)oxy)-1-oxo-1-(tritylamino)butan-2-yl formate C(=O)OC(C(NC(C1=CC=CC=C1)(C1=CC=CC=C1)C1=CC=CC=C1)=O)CCO[Si](C)(C)C(C)(C)C